2-methoxy-4-[3-(4-piperidyl)-1H-pyrazolo[3,4-b]pyridin-4-yl]phenol COC1=C(C=CC(=C1)C1=C2C(=NC=C1)NN=C2C2CCNCC2)O